4-(5,6-dimethyl-1H-benzimidazol-1-yl)-4-fluoro-1,3-diphenylbut-3-en-1-ol CC1=CC2=C(N(C=N2)C(=C(CC(O)C2=CC=CC=C2)C2=CC=CC=C2)F)C=C1C